N[C@H](C(=O)O)C(C)(C)C (S)-2-amino-3,3-dimethylbutyric acid